2-butyl-4,4,6-trimethyl-1,3-dioxane C(CCC)C1OC(CC(O1)(C)C)C